N-hydroxysuccinimide Bromoacetate BrCC(=O)O.ON1C(CCC1=O)=O